CP(OOC1=C(C=CC(=C1)C(C)C)C)([O-])=O.[Na+] sodium [2-methyl-5-isopropylphenoxy] methylphosphonate